2-((S)-4,4-difluoro-3-(6-oxo-1,6-dihydropyridin-3-yl)piperidin-1-yl)-N-(6-methoxy-pyridazin-3-yl)propanamide FC1([C@H](CN(CC1)C(C(=O)NC=1N=NC(=CC1)OC)C)C1=CNC(C=C1)=O)F